4-((4-((2-(N-methylmethylsulfonamido)phenyl)amino)-5-(trifluoromethyl)pyrimidin-2-yl)amino)benzoic acid CN(S(=O)(=O)C)C1=C(C=CC=C1)NC1=NC(=NC=C1C(F)(F)F)NC1=CC=C(C(=O)O)C=C1